N-(2-aminoethyl)-N2-({4-[(2-amino-4-{[(3S)-1-hydroxyhexan-3-yl]amino}-6-methylpyrimidin-5-yl)methyl]-3-methoxyphenyl}methyl)-N2-(2,2,2-trifluoroethyl)glycinamide NCCNC(CN(CC(F)(F)F)CC1=CC(=C(C=C1)CC=1C(=NC(=NC1C)N)N[C@H](CCO)CCC)OC)=O